propyl-dimethyl-(3-sulfopropyl)amine C(CC)CN(CCCS(=O)(=O)O)C